2,5-Dimethyl-2,5-di(tert-butylperoxy)-hexyn CC(C)(C#CC(C)(OOC(C)(C)C)C)OOC(C)(C)C